O([C@H]1[C@@H](O)[C@H](O)[C@H](O)[C@@H](O1)C)C1=NC(=NC(=N1)OC)OC 4,6-dimethoxy-1,3,5-triazin-2-yl α-L-fucopyranoside